tert-butyl 6-(2-(5-(trifluoromethyl)isoxazol-3-yl)vinyl)-2-azaspiro[3.3]heptane-2-carboxylate FC(C1=CC(=NO1)C=CC1CC2(CN(C2)C(=O)OC(C)(C)C)C1)(F)F